1-(3-fluoro-4-((5-(2-methoxyethoxy)-2,3-dihydro-[1,4]dioxino[2,3-f]quinazolin-10-yl)oxy)phenyl)-3-(2-fluoro-5-(trifluoromethyl)phenyl)urea FC=1C=C(C=CC1OC1=NC=NC2=CC(=C3C(=C12)OCCO3)OCCOC)NC(=O)NC3=C(C=CC(=C3)C(F)(F)F)F